ClC=1C(=C(C=CC1)NC1=C(C=NC2=CN=C(C=C12)C1CNCCC1)C#N)F 4-((3-Chloro-2-fluorophenyl)amino)-6-(piperidin-3-yl)-1,7-naphthyridine-3-carbonitrile